5-methyl-1H-1,6-naphthyridin-4-one CC1=C2C(C=CNC2=CC=N1)=O